N,N',N''-((1,3,5-triazinane-1,3,5-triyl)tris(2-oxoethane-2,1-diyl))tris(3-(2-(2-iodoacetamido)ethoxy)propanamide) N1(CN(CN(C1)C(CNC(CCOCCNC(CI)=O)=O)=O)C(CNC(CCOCCNC(CI)=O)=O)=O)C(CNC(CCOCCNC(CI)=O)=O)=O